5,5-dimethyldihydrofuran CC1(CCCO1)C